BrC1=NN(C2=NC(=NC(=C21)NCC2=CC=C(C=C2)S(=O)(=O)N)Cl)C 4-((3-Bromo-6-chloro-1-methyl-1H-pyrazolo[3,4-d]pyrimidin-4-yl)aminomethyl)-benzenesulfonamide